3-cyano-3-(2,4-dimethoxy-benzylamino)-azetidine-1-carboxylic acid tert-butyl ester C(C)(C)(C)OC(=O)N1CC(C1)(NCC1=C(C=C(C=C1)OC)OC)C#N